CC1([C@H]2CN([C@@H]([C@@H]12)C(=O)O)C([C@@H](NC=1C=NC=NC1)C(C)C)=O)C (1R,2S,5S)-6,6-dimethyl-3-(pyrimidin-5-yl-L-valyl)-3-azabicyclo[3.1.0]hexane-2-carboxylic acid